((tetrahydro-2H-pyran-4-yl)amino)pyrazolo[1,5-a][1,3,5]triazin O1CCC(CC1)NC1=NC=2N(C=N1)N=CC2